methyl 5-chloro-1-fluoro-2,3-dihydro-1H-indene-1-carboxylate ClC=1C=C2CCC(C2=CC1)(C(=O)OC)F